[Bi]=O.[K].[Na] sodium potassium bismuth oxide